C(CCC)[N+]1(CCCC1)C 1-Butyl-methylpyrrolidinium